2-(3,5-dichloro-4-((5-(2-fluoropropan-2-yl)-6-oxo-1,6-dihydropyridazin-3-yl)oxy)phenyl)-6-(hydroxymethyl)-1,2,4-triazine-3,5(2H,4H)-dione ClC=1C=C(C=C(C1OC1=NNC(C(=C1)C(C)(C)F)=O)Cl)N1N=C(C(NC1=O)=O)CO